(1r,4r)-4-(trifluoromethyl)cyclohexan-1-amine C1CC(CCC1C(F)(F)F)N